dodecanedioic acid bis[N2-(2-hydroxybenzoyl) hydrazide] OC1=C(C(=O)NNC(CCCCCCCCCCC(=O)NNC(C2=C(C=CC=C2)O)=O)=O)C=CC=C1